1,4-diazacycloheptan N1CCNCCC1